FC1=CC=C(C=C1)C=1C=C2C(=NC1)NC(N2CC2=NOC(=C2)C)=O 6-(4-fluorophenyl)-1-[(5-methylisoxazol-3-yl)methyl]-3H-imidazo[4,5-b]pyridin-2-one